ClC1=CC=C(C=C1)C1=N[C@H](C=2N(C3=C1C(=C(S3)C)C)C(=NN2)C)CC(=O)NCCNC2=NC=C(C=C2)C=2C=C3CC(NC3=CC2)=O (S)-2-(4-(4-chlorophenyl)-2,3,9-trimethyl-6H-thieno[3,2-f][1,2,4]triazolo[4,3-a][1,4]diazepin-6-yl)-N-(2-((5-(2-oxoindolin-5-yl)pyridin-2-yl)amino)ethyl)acetamide